3-hydroxy-N-methylpentanamide OC(CC(=O)NC)CC